4-Cyclopropyl-N-((S)-(7-((R*)-1-(2-(3,3-difluorocyclobutyl)acetamido)-2-ethoxyethyl)imidazo[1,2-b]pyridazin-2-yl)(4,4-difluorocyclohexyl)methyl)-1,2,5-oxadiazole-3-carboxamide C1(CC1)C=1C(=NON1)C(=O)N[C@@H](C1CCC(CC1)(F)F)C=1N=C2N(N=CC(=C2)[C@H](COCC)NC(CC2CC(C2)(F)F)=O)C1 |o1:28|